4-(1-{2-amino-5-[4-(4-pyrrolidin-1-yl-piperidine-1-carbonyl)-phenyl]-pyridin-3-yloxy}-ethyl)-[3-(2-oxo-pyrrolidin-1-yl)-propyl]-benzamide NC1=NC=C(C=C1OC(C)C1=CC(=C(C(=O)N)C=C1)CCCN1C(CCC1)=O)C1=CC=C(C=C1)C(=O)N1CCC(CC1)N1CCCC1